(5-((6-((1-fluorocyclopropyl)methoxy)isoquinolin-1-yl)amino)pyrimidin-2-yl)methanol FC1(CC1)COC=1C=C2C=CN=C(C2=CC1)NC=1C=NC(=NC1)CO